2-chloro-4-(phenanthren-2-yl)quinazoline ClC1=NC2=CC=CC=C2C(=N1)C1=CC=2C=CC3=CC=CC=C3C2C=C1